C(C)OC(=O)C1=NC(=C(N=C1N1CCC(CC1)(C)CNC(=O)OC(C)(C)C)C)SC1=C(C(=NC=C1)N)Cl ((2-amino-3-chloropyridin-4-yl)thio)-3-(4-(((tert-butoxycarbonyl)amino)methyl)-4-methylpiperidin-1-yl)-5-methylpyrazine-2-carboxylic acid ethyl ester